C(C)(C)N1N=CC=2C1=NC(=NC2C(C)C)NC=2N=CN(C2)C2=CC(=C(C(=C2)OC)OC)OC 1,4-diisopropyl-N-(1-(3,4,5-trimethoxyphenyl)-1H-imidazol-4-yl)-1H-pyrazolo[3,4-d]pyrimidin-6-amine